C[C@H]1[C@H](OC2=CC=CC=C2C1)C(=O)O |o1:1,2| (rel)-(2S,3R)-3-methylchromane-2-carboxylic acid